3',6'-dihydroxy-6-isothiocyanato-spiro[isobenzofuran-3,9'-xanthene]-1-one OC=1C=CC=2C3(C4=CC=C(C=C4OC2C1)O)OC(C1=CC(=CC=C13)N=C=S)=O